C(=O)(O)C1=C(C(=[N+](C=C1)[O-])C1=CC=C(C=C1)F)OCC(F)F carboxy-3-(2,2-difluoroethoxy)-2-(4-fluorophenyl)pyridine 1-oxide